CN(C)CC1=CC=2C3=C(N(C2C=C1)CC(F)(F)F)C(=NC(=N3)C(=O)OC)OC methyl 8-[(dimethylamino)methyl]-4-methoxy-5-(2,2,2-trifluoroethyl)pyrimido[5,4-b]indole-2-carboxylate